COC1=CC=C(C=N1)CN1C2CNCC1C2 6-((6-methoxypyridin-3-yl)methyl)-3,6-diazabicyclo[3.1.1]heptane